methacrylic acid (2-ethylhexyl) ester C(C)C(COC(C(=C)C)=O)CCCC